COC1=CC(=C(C=C1NC1=NC=CC(=N1)C1=CN(C2=CC=CC=C12)C)N)N1CCN(CC1)C 6-methoxy-N1-(4-(1-methyl-1H-indol-3-yl)pyrimidin-2-yl)-4-(4-methylpiperazin-1-yl)benzene-1,3-diamine